ClC1=C(C=CC(=C1)C(F)(F)F)NC(=O)C1(CCC1)N1N=CC(=C1)C#CC1CN(C1)C=1C=C2C(N(C(C2=CC1)=O)C1C(NC(C1)=O)=O)=O N-(2-chloro-4-(trifluoromethyl)phenyl)-1-(4-((1-(2-(2,5-dioxopyrrolidin-3-yl)-1,3-dioxoisoindolin-5-yl)azetidin-3-yl)ethynyl)-1H-pyrazol-1-yl)cyclobutane-1-carboxamide